4-(4-phenoxyanilino)-4-chloro-6-methoxy-7-[3-(4-methylpiperazin-1-yl)propoxy]quinoline-3-carbonitrile O(C1=CC=CC=C1)C1=CC=C(NC2(C(C=NC3=CC(=C(C=C23)OC)OCCCN2CCN(CC2)C)C#N)Cl)C=C1